2-[4-(β-D-Glucopyranosyloxy)phenyl]-5-hydroxy-6,7-dimethoxy-4H-1-benzopyran-4-one [C@@H]1([C@H](O)[C@@H](O)[C@H](O)[C@H](O1)CO)OC1=CC=C(C=C1)C=1OC2=C(C(C1)=O)C(=C(C(=C2)OC)OC)O